Cl.Cl.NC1=CC=C(C(=N1)C)CNC([C@H](C)NC(=O)[C@H]1NCC[C@H](C1)CC1=CC=CC=C1)=O (2S,4R)-N-((S)-1-(((6-amino-2-methylpyridin-3-yl)methyl)amino)-1-oxopropan-2-yl)-4-benzylpiperidine-2-carboxamide dihydrochloride